C(#N)C(=CC(=O)[O-])C#N bis-cyanoacrylate